ClCC(CCl)O.[Cl] chlorine 1,3-dichloro-2-propanol